(S)-2-((R)-4-((3R,5R,8R,9S,10S,13R,14S,17R)-3-hydroxy-10,13-dimethyl-hexadecahydro-1H-cyclopenta[a]phenanthren-17-yl)pentanamido)-3-methylpentanoic acid O[C@@H]1CC[C@@]2([C@H]3CC[C@@]4([C@H](CC[C@H]4[C@@H]3CC[C@@H]2C1)[C@@H](CCC(=O)N[C@H](C(=O)O)C(CC)C)C)C)C